BrC1=C(C(=CC=C1)OC(F)F)[C@H]1C[C@H](C2=NC3=C(N21)C=C(C=C3)Cl)NC(OC(C)(C)C)=O tert-butyl {(1R,3R)-1-[2-bromo-6-(difluoromethoxy)phenyl]-7-chloro-2,3-dihydro-1H-pyrrolo[1,2-a]benzimidazol-3-yl}carbamate